C(C)(C)(C)OC(=O)N1CCC2(CC1)C(C=1C(=NC=C(C1)Cl)C2)=O 3-chloro-5-oxo-5,7-dihydrospiro[cyclopenta[b]pyridine-6,4'-piperidine]-1'-carboxylic acid tert-butyl ester